2',3'-didehydro-2',3'-dideoxyadenosine [C@@H]1(C=C[C@@H](CO)O1)N1C=NC=2C(N)=NC=NC12